CCCCC(CC)COC(=O)C1=CC=CC=C1C(=O)OCC(CC)CCCC The molecule is a phthalate ester that is the bis(2-ethylhexyl) ester of benzene-1,2-dicarboxylic acid. It has a role as an apoptosis inhibitor, an androstane receptor agonist and a plasticiser. It is a phthalate ester and a diester.